BrC1=C(N)C(=CC(=C1)[N+](=O)[O-])C1CC1 2-bromo-6-cyclopropyl-4-nitroaniline